C(C1=CC=CC=C1)N(CCO)CCO 2,2'-(benzylazanediyl)bis(ethan-1-ol)